CC(CCCCO)C 5-methylhexanol